N-(5-(3-hydroxyoxetane-3-carbonyl)-5,6-dihydro-4H-pyrrolo[3,4-d]thiazol-2-yl)-4-(2-methoxyphenyl)-6-methylnicotinamide OC1(COC1)C(=O)N1CC=2N=C(SC2C1)NC(C1=CN=C(C=C1C1=C(C=CC=C1)OC)C)=O